(3R)-3-(4-chlorophenyl)-2,3-dihydro-[1,4]dioxino[2,3-b]pyridine ClC1=CC=C(C=C1)[C@@H]1COC=2C(=NC=CC2)O1